ClC1=CC=C(C=C1)NC(CC#N)=O N-(4-chlorophenyl)-2-cyano-acetamide